3-bromo-5,7-dichloro-1-(difluoromethyl)-1H-pyrrolo[3,2-b]pyridine BrC1=CN(C=2C1=NC(=CC2Cl)Cl)C(F)F